ClC=1C=C(C=CC1)N[C@H](CC(C)C)C(=O)N1[C@H]2CC([C@@H]([C@@H]1C(=O)N[C@@H](\C=C(\C(=O)OCC)/F)C[C@@H]1C(NCC1)=O)CC2)(F)F ethyl (R,Z)-4-((1R,3R,4R)-2-((3-chlorophenyl)-D-leucyl)-5,5-difluoro-2-azabicyclo[2.2.2]octane-3-carboxamido)-2-fluoro-5-((R)-2-oxopyrrolidin-3-yl)pent-2-enoate